C1(=CC=CC=C1)P(CCC[Si](OCC)(OCC)C)C1=CC=CC=C1 3-(diphenylphosphino)propylmethyldiethoxysilane